COC1=CC=C(N=N1)C1=CC=C(C=C1)NC1=CC(=CC=C1)C1=NC2=C(N1)C=C(C=C2)C(F)(F)F N-(4-(6-methoxypyridazin-3-yl)phenyl)-3-(6-(trifluoromethyl)-1H-benzo[d]imidazol-2-yl)aniline